6-bromo-5-methyl-3-(4-morpholinoanilino)pyrazine-2-carboxamide BrC1=C(N=C(C(=N1)C(=O)N)NC1=CC=C(C=C1)N1CCOCC1)C